ClC1=C(C#N)C=CC(=C1)N1CC2(C[C@@H]1C)CCN(CC2)C2=CC=C(C=C2)C(=O)N2CC1(C2)CC(C1)C=O (S)-2-chloro-4-(8-(4-(6-formyl-2-azaspiro[3.3]heptane-2-carbonyl)phenyl)-3-methyl-2,8-diazaspiro[4.5]decan-2-yl)benzonitrile